C(C)C(CN(CN1N=NC2=C1C=C(C=C2)C)CC(CCCC)CC)CCCC bis(2-ethylhexyl)[(6-methyl-1H-1,2,3-benzotriazol-1-yl)methyl]amine